FC1(CN(CC1)C1CCC(CC1)NC(=O)C1=NC(=NC(=C1)C)N1C=NC=C1)F N-((1r,4r)-4-(3,3-difluoropyrrolidin-1-yl)cyclohexyl)-2-(1H-imidazol-1-yl)-6-methyl-pyrimidine-4-carboxamide